N-(3,5-difluorobenzyl)-6-fluoro-5-(5-fluoro-1-((2-(trimethylsilyl)ethoxy)methyl)-1H-pyrazol-4-yl)indoline-1-carboxamide FC=1C=C(CNC(=O)N2CCC3=CC(=C(C=C23)F)C=2C=NN(C2F)COCC[Si](C)(C)C)C=C(C1)F